5-bromo-N4-(2-methoxy-3-(1-methyl-1H-1,2,4-triazol-3-yl)phenyl)pyridin-2,3,4-triamine BrC=1C(=C(C(=NC1)N)N)NC1=C(C(=CC=C1)C1=NN(C=N1)C)OC